6-(4-hydroxy-phenyl)-2-methyl-benzoimidazole-1,4-dicarboxylic acid 1-tert-butyl ester 4-methyl ester COC(=O)C1=CC(=CC=2N(C(=NC21)C)C(=O)OC(C)(C)C)C2=CC=C(C=C2)O